vinyl-Naphthalene C(=C)C1=CC=CC2=CC=CC=C12